S(C)(=O)(=O)OC1CC(C1)OCC (1R,3R)-3-ethoxycyclobutyl mesylate